3,6-bis(trifluoromethyl)-4,5-dicyanocyclohexene FC(C1C=CC(C(C1C#N)C#N)C(F)(F)F)(F)F